tert-butyl 4-[2-(4-fluorophenyl)-1-(pyrimidin-4-yl)-1H-1,3-benzodiazol-6-yl]piperazine-1-carboxylate FC1=CC=C(C=C1)C1=NC2=C(N1C1=NC=NC=C1)C=C(C=C2)N2CCN(CC2)C(=O)OC(C)(C)C